ethyl 1-[4-(2-methylimidazol-1-yl)pyrimidin-2-yl]piperidine-4-carboxylate CC=1N(C=CN1)C1=NC(=NC=C1)N1CCC(CC1)C(=O)OCC